ClC1=C2C=NC(C2=CC(=C1)C)=O 4-chloro-6-methylisoindol-1-one